4-methylbicyclo[2.2.2]-oct-2-en-1-carboxylic acid CC12C=CC(CC1)(CC2)C(=O)O